N2-(2-ethoxy-4-(4-ethyl-4H-1,2,4-triazol-3-yl)phenyl)-6-methyl-N8-((3-methyltetrahydrofuran-3-yl)methyl)pyrido[3,4-d]pyrimidine-2,8-diamine C(C)OC1=C(C=CC(=C1)C1=NN=CN1CC)NC=1N=CC2=C(N1)C(=NC(=C2)C)NCC2(COCC2)C